OCCOCCOCCOCC(=O)OC1C[C@@H](CCC1C(C)C)C (1R,2S,5R)-Menthyl 11-hydroxy-3,6,9-trioxaundecanoate